C(=O)O.NC1=CN=NC2=CC(=CC=C12)C=1C=C(C=CC1N1N=C(C=C1)C(F)F)B(O)O [3-(4-aminocinnolin-7-yl)-4-[3-(difluoromethyl)pyrazol-1-yl]phenyl]boronic acid formic acid salt